IC=1C=CC2=C(C3=C(O2)C=CC=C3C=3C=CC=2N(C4=CC=CC=C4C2C3)C3=CC=CC=C3)C1 3-(8-iodo-1-dibenzofuranyl)-9-phenyl-9H-carbazole